C(C)(C)(C)OC(NC1=CC=C(C=C1)N)=O (4-Aminophenyl)carbamic acid tert-butyl ester